NCC1=CC=C(C(=N1)C)NC(=O)C1=CC2=C(OCCC3=C2SC=C3)C=C1C=1C(=NC(=CC1)C(NCCC)=O)C(=O)OC methyl 3-(9-((6-(aminomethyl)-2-methylpyridin-3-yl)carbamoyl)-4,5-dihydrobenzo[b]thieno[2,3-d]oxepin-8-yl)-6-(propylcarbamoyl)picolinate